C(C)(C)(C)OC(=O)N1C(OC[C@H]1COC=1C=C2CC(CC2=C(C1)C#N)C=O)(C)C (4R)-4-[(7-cyano-2-formyl-2,3-dihydro-1H-inden-5-yl)oxymethyl]-2,2-dimethyl-1,3-oxazolidine-3-carboxylic acid tert-butyl ester